CC1=NN=C(N=N1)C1=CC=C(C=C1)CC(=O)N1CCN(CC1)CCCN1C=CC=C1 1-[3-[4-[2-[4-(6-methyl-1,2,4,5-tetrazin-3-yl)phenyl]acetyl]piperazin-1-yl]propyl]pyrrole